rel-(2R,3S,4S,5R)-4-[[3-[2-(difluoromethoxy)-4-fluoro-3-methyl-phenyl]-4,5-dimethyl-5-(trifluoromethyl)tetrahydrofuran-2-carbonyl]amino]pyridine-2-carboxamide FC(OC1=C(C=CC(=C1C)F)[C@H]1[C@@H](O[C@]([C@H]1C)(C(F)(F)F)C)C(=O)NC1=CC(=NC=C1)C(=O)N)F |o1:11,12,14,15|